3-(3,5-dichlorophenyl)propionic acid ClC=1C=C(C=C(C1)Cl)CCC(=O)O